BrC=1C(=C2CCCNC2=CC1)F 6-bromo-5-fluoro-1,2,3,4-tetrahydroquinoline